[N+](=O)([O-])C=1C=C2C=3C=C(C=CC3NC2=CC1)N 6-nitro-9H-carbazol-3-amine